COC=1C=C2C(=C(C=NC2=CC1OC)S(=O)(=O)C1=CC=C(C=C1)OC)N1CCN(CC1)C1=CC=C(C=C1)OC 6,7-dimethoxy-4-(4-(4-methoxyphenyl)piperazin-1-yl)-3-((4-methoxyphenyl)sulfonyl)quinoline